(2-bromo-1-(p-tolyl)-1H-imidazol-4-yl)methanol BrC=1N(C=C(N1)CO)C1=CC=C(C=C1)C